N(=C=S)C=1SC(=C(C1C(=O)C1=CC(=CC=C1)OC)C)C (2-isothiocyanato-4,5-dimethylthiophen-3-yl)(3-methoxyphenyl)methanone